5-[4-amino-5-(trifluoromethyl)pyrrolo[2,1-f][1,2,4]triazin-7-yl]-N-[(3R,4S)-4-fluoro-1-(2-methylpyridine-4-carbonyl)pyrrolidin-3-yl]-2-methoxy-pyridine-3-carboxamide NC1=NC=NN2C1=C(C=C2C=2C=C(C(=NC2)OC)C(=O)N[C@@H]2CN(C[C@@H]2F)C(=O)C2=CC(=NC=C2)C)C(F)(F)F